tert-butyl (2-benzyl-4-phenylbutanoyl)glycinate C(C1=CC=CC=C1)C(C(=O)NCC(=O)OC(C)(C)C)CCC1=CC=CC=C1